C(C)OC(=O)C=1C(=C2C(=NC=CC2)N1)NCCOC(C)C 3-((2-Isopropoxylethyl)amino)-4H-pyrrolo[2,3-b]pyridine-2-carboxylic acid ethyl ester